3-(4-(((5-((cyclopentylamino)methyl)furan-2-yl)methyl)thio)-1-oxoisoindolin-2-yl)piperidine-2,6-dione C1(CCCC1)NCC1=CC=C(O1)CSC1=C2CN(C(C2=CC=C1)=O)C1C(NC(CC1)=O)=O